N1(CCN(CCCNCCC1)CC=1C(=C(C(=O)NC(CO)O)C=C(C1)C)O)CC=1C(=C(C(=O)NC(CO)O)C=C(C1)C)O 3'-[1,4,8-triazacycloundecane-1,4-diylbis(methylene)]bis[N-(1,2-dihydroxyethyl)-2-hydroxy-5-methylbenzamide]